1-tetradecylether C(CCCCCCCCCCCCC)OCCCCCCCCCCCCCC